1-(5-((8-(2,3-dichlorophenyl)-3,8-diazabicyclo[3.2.1]octan-3-yl)methyl)-1-oxoisoindolin-2-yl)dihydropyrimidine-2,4(1H,3H)-dione ClC1=C(C=CC=C1Cl)N1C2CN(CC1CC2)CC=2C=C1CN(C(C1=CC2)=O)N2C(NC(CC2)=O)=O